(2S)-2-(9H-fluoren-9-ylmethoxycarbonyl-amino)-3-(4-methoxy-phenyl)propanoic acid C1=CC=CC=2C3=CC=CC=C3C(C12)COC(=O)N[C@H](C(=O)O)CC1=CC=C(C=C1)OC